ClC(C(=O)C1=CC(=CC(=C1)Cl)Cl)(F)F 2-chloro-1-(3,5-dichlorophenyl)-2,2-difluoroethanone